FC(C(=O)O)(F)F.N1=CC(=CC=C1)N1CC(CCC1)N 1-(pyridin-3-yl)piperidin-3-amine trifluoroacetate